N1(CCNCC1)C1=CC=C(C=C1)NC=1SC=C(N1)C=1SC=CN1 N-(4-(piperazin-1-yl)phenyl)-[2,4'-bithiazole]-2'-amine